7'-(4-hydroxybicyclo[2.2.1]heptan-1-yl)-2'-((7-methyl-[1,2,4]triazolo[1,5-a]pyridin-6-yl)amino)spiro[cyclopropane-1,5-pyrrolo[2,3-d]pyrimidin]-6'(7'H)-one OC12CCC(CC1)(C2)N2C(C1(C3=C2N=C(N=C3)NC=3C(=CC=2N(C3)N=CN2)C)CC1)=O